C1(CC1)C=1C(=NN(C1)CC(F)(F)F)C(=O)NC=1C=C(C(=O)NC2=C(C=C(C=C2)F)CC(=O)OC(C)(C)C)C=CC1N1CCCCC1 tert-butyl 2-(2-(3-(4-cyclopropyl-1-(2,2,2-trifluoroethyl)-1H-pyrazole-3-carboxamido)-4-(piperidin-1-yl)benzamido)-5-fluorophenyl)acetate